4-(bis(2-((tert-butyldimethylsilyl)oxy)dodecyl)amino)butanoic acid [Si](C)(C)(C(C)(C)C)OC(CN(CCCC(=O)O)CC(CCCCCCCCCC)O[Si](C)(C)C(C)(C)C)CCCCCCCCCC